CN1N=C(C=N1)CC=1C=NN(C1)C1COC1 2-methyl-5-((1-(oxetan-3-yl)-1H-pyrazol-4-yl)methyl)-2H-1,2,3-triazol